1,3-Bis(N-carbazolyl)benzene C1=CC=CC=2C3=CC=CC=C3N(C12)C1=CC(=CC=C1)N1C2=CC=CC=C2C=2C=CC=CC12